(S)-N-((3-(6-(4-(5-bromo-2-chloropyrimidin-4-yl)piperazin-1-yl)-5-fluoropyridin-3-yl)-2-oxazolidinone-5-yl)methyl)-2,2-dichloroacetamide BrC=1C(=NC(=NC1)Cl)N1CCN(CC1)C1=C(C=C(C=N1)N1C(O[C@H](C1)CNC(C(Cl)Cl)=O)=O)F